CC1=NNC(=C1)NC=1C2=C(N=C(N1)NC1C3CC4(CC(CC1C4)C3)O)N(C=C2)S(=O)(=O)C2=CC=C(C)C=C2 4-[[4-[(3-methyl-1H-pyrazol-5-yl)amino]-7-(p-toluenesulfonyl)pyrrolo[2,3-d]pyrimidin-2-yl]amino]adamantan-1-ol